O=C(CC[C@H]1NC(OC1)=O)N1CC2(C1)CC(C2)CC2=CC(=CC=C2)S(=O)(=O)C(F)(F)F (4R)-4-[3-Oxo-3-[6-[[3-(trifluoromethylsulfonyl)phenyl]methyl]-2-azaspiro[3.3]heptan-2-yl]propyl]oxazolidin-2-one